N,2,6-trimethyl-N-phenylpyridin-4-amine CN(C1=CC(=NC(=C1)C)C)C1=CC=CC=C1